Methyl 7-chloro-6-fluoro-4-methyl-1,2,3,4-tetrahydroquinoxaline-5-carboxylate ClC=1C(=C(C=2N(CCNC2C1)C)C(=O)OC)F